[2,3,3-2H]-serine N[C@@](C(O)([2H])[2H])(C(=O)O)[2H]